vinyl-tris((1,1,1,3,5,5,5-heptamethyltrisiloxan-3-yl)oxy)-silane C(=C)[Si](O[Si](O[Si](C)(C)C)(O[Si](C)(C)C)C)(O[Si](O[Si](C)(C)C)(O[Si](C)(C)C)C)O[Si](O[Si](C)(C)C)(O[Si](C)(C)C)C